N'-(disulfanediylbis(ethane-2,1-diyl))bis(N-methyl-3-(7-(2-octylcyclopropyl)heptyl)dodecane-1-amine) S(SCCC(CC(CCCCCCCCC)CCCCCCCC1C(C1)CCCCCCCC)NC)CCC(CC(CCCCCCCCC)CCCCCCCC1C(C1)CCCCCCCC)NC